N1=C(C=NC=C1)CN1C=CC2=CC(=CC=C12)NC(CCC)=O N-[1-(pyrazin-2-ylmethyl)indol-5-yl]butanamide